3-acetyl-8-bromo-5-chloro-1-(ethylsulfonyl)-2-(methylsulfinyl)quinolin-4(1H)-one C(C)(=O)C1=C(N(C2=C(C=CC(=C2C1=O)Cl)Br)S(=O)(=O)CC)S(=O)C